BrC=1C=C2C(=CC(NC2=CC1)=O)C(=O)N1CC2CCC(C1)N2C2=CC(=C(C=C2)F)F 6-bromo-4-(8-(3,4-difluorophenyl)-3,8-diazabicyclo[3.2.1]octane-3-carbonyl)quinolin-2(1H)-one